C(CCCCCCCCCCCCCCC(C)C)(=O)OCCC propyl iso-stearate